potassium cyanophthalate C(#N)OC(C=1C(C(=O)[O-])=CC=CC1)=O.[K+]